10R,17S-dihydroxy-4Z,7Z,11E,13E,15Z,19Z-docosahexaenoic acid CC/C=C\C[C@@H](/C=C\C=C\C=C\[C@@H](C/C=C\C/C=C\CCC(=O)O)O)O